Trans-N-(4-{[6-(5-chloro-2-fluorophenyl)-3-[(2-hydroxyethyl)sulfanyl]pyridazin-4-yl]amino}pyridin-2-yl)-3-[4-(propan-2-yl)piperazin-1-yl]cyclobutane-1-carboxamide ClC=1C=CC(=C(C1)C1=CC(=C(N=N1)SCCO)NC1=CC(=NC=C1)NC(=O)[C@@H]1C[C@H](C1)N1CCN(CC1)C(C)C)F